The molecule is an oxadiazane that is tetrahydro-N-nitro-4H-1,3,5-oxadiazin-4-imine bearing (2-chloro-1,3-thiazol-5-yl)methyl and methyl substituents at positions 3 and 5 respectively. It has a role as an antifeedant, a carcinogenic agent, an environmental contaminant, a xenobiotic and a neonicotinoid insectide. It is an oxadiazane, a member of 1,3-thiazoles, an organochlorine compound and a 2-nitroguanidine derivative. It derives from a 2-chlorothiazole. CN1COCN(C1=N[N+](=O)[O-])CC2=CN=C(S2)Cl